N-butan-2-yl-2-[1-[(4-methylphenyl)methyl]-5-oxopyrrolidin-2-yl]acetamid CC(CC)NC(CC1N(C(CC1)=O)CC1=CC=C(C=C1)C)=O